3-oxo-1,2-dihydroindazole-5-carboxamide O=C1NNC2=CC=C(C=C12)C(=O)N